C1(=CC=CC=C1)P(C1=C(N=C2N1C=CC=C2)C)C2=CC=CC=C2 3-(diphenylphosphino)-2-methylimidazo[1,2-A]pyridine